6-bromo-7-fluoro-3-(4-methoxybenzyl)quinazoline-2,4(1H,3H)-dione BrC=1C=C2C(N(C(NC2=CC1F)=O)CC1=CC=C(C=C1)OC)=O